CC=1CC[C@H]([C@@H](C1)C=1C(=CC(=CC1O)CCCC=C)O)C(=C)C (1'R,2'R)-5'-methyl-4-(pent-4-en-1-yl)-2'-(prop-1-en-2-yl)-1',2',3',4'-tetrahydro-[1,1'-biphenyl]-2,6-diol